7,10-Dibromo-2-[2-(3-chloro-2-pyridyl)-5-(difluoromethyl)pyrazol-3-yl]benzo[g][3,1]benzoxazin-4-one BrC=1C=CC2=C(C3=C(C(OC(=N3)C=3N(N=C(C3)C(F)F)C3=NC=CC=C3Cl)=O)C=C2C1)Br